OCC(COC(C1=CC(=CC(=C1)N)N)=O)CO 3,5-diaminobenzoic acid 2-(hydroxymethyl)-3-hydroxypropyl ester